4-[[(2S,3s,4r,5s)-3-(2-ethyl-3,4-difluoro-phenyl)-4,5-dimethyl-5-(trifluoromethyl)tetrahydrofuran-2-carbonyl]amino]pyridine-2-carboxamide C(C)C1=C(C=CC(=C1F)F)[C@H]1[C@H](O[C@@]([C@@H]1C)(C(F)(F)F)C)C(=O)NC1=CC(=NC=C1)C(=O)N